(R)-3-Chloro-N-(8,9-difluoro-6-oxo-1,4,5,6-tetrahydro-2H-pyrano[3,4-c]isoquinolin-1-yl)-4-fluoro-N-methylbenzamide ClC=1C=C(C(=O)N(C)[C@H]2COCC=3NC(C=4C=C(C(=CC4C32)F)F)=O)C=CC1F